2'-chloro-N-(5-(5-chloro-6-methoxy-3-methylpyrazine-2-carbonyl)-5,6-dihydro-4H-pyrrolo[3,4-d]thiazol-2-yl)-5'-methoxy-6-methyl-[4,4'-bipyridine]-3-carboxamide ClC1=NC=C(C(=C1)C1=C(C=NC(=C1)C)C(=O)NC=1SC2=C(N1)CN(C2)C(=O)C2=NC(=C(N=C2C)Cl)OC)OC